(1r,3r)-3-((5-(5-methyl-5H-pyrido[4,3-b]indol-7-yl)pyridin-2-yl)oxy)cyclobutanecarboxylic acid CN1C2=C(C=3C=CC(=CC13)C=1C=CC(=NC1)OC1CC(C1)C(=O)O)C=NC=C2